7-Bromo-9-methyl-3-(3-(3-methyl-1-(4-methyl-4H-1,2,4-triazol-3-yl)cyclobutyl)phenyl)-4H-pyrido[1,2-a]pyrimidin-4-one BrC=1C=C(C=2N(C(C(=CN2)C2=CC(=CC=C2)C2(CC(C2)C)C2=NN=CN2C)=O)C1)C